(E)-N-hydroxy-3-(2-((1S,4S)-5-(oxetan-3-ylmethyl)-2,5-diaza-bicyclo[2.2.1]heptan-2-yl)phenyl)acrylamide ONC(\C=C\C1=C(C=CC=C1)N1[C@@H]2CN([C@H](C1)C2)CC2COC2)=O